4-Amino-piperidine-1-carboxylic acid [2-(2,3-dihydro-benzo[1,4]dioxin-5-yl)-6-methoxy-pyridin-4-yl]-amide O1CCOC2=C1C=CC=C2C2=NC(=CC(=C2)NC(=O)N2CCC(CC2)N)OC